(S)-2-(4,5-dichloro-6-oxopyridazin-1(6H)-yl)-N-(4-methyl-3-(N-(2-(pyridin-2-yl)ethyl)sulfamoyl)phenyl)butanamide ClC=1C=NN(C(C1Cl)=O)[C@H](C(=O)NC1=CC(=C(C=C1)C)S(NCCC1=NC=CC=C1)(=O)=O)CC